C(CCCCCCCCCC(C)C)OC(CCC1=CC(=C(C(=C1)C(C)(C)C)O)C(C)(C)C)=O 3,5-di-tert-butyl-4-hydroxybenzenepropionic acid iso-tridecyl ester